Methyl-ethanolamine CC(O)CN